BrC=1C=C(C=C2C=CC(NC12)=O)C1=NNC(CC1C)=O 8-bromo-6-(4-methyl-6-oxo-1,4,5,6-tetrahydropyridazin-3-yl)quinolin-2(1H)-one